NC1=NC=C(C(=C1C1=CC=C(C=C1)O)CC)C1=C(C=CC=C1)F 4-[2-amino-4-ethyl-5-(2-fluorophenyl)-3-pyridyl]phenol